5-bromodeoxycytidine BrC=1C(=NC(N([C@H]2C[C@H](O)[C@@H](CO)O2)C1)=O)N